FC(COC(N(C=1C=NN(C1)CC1CC1)[C@@H]1CC[C@H](CC1)NC1=NC=C(C(=N1)C1=NNC=C1Cl)C(F)(F)F)=O)F 2,2-difluoroethyl(trans-4-((4-(4-chloro-1H-pyrazol-3-yl)-5-(trifluoromethyl)pyrimidin-2-yl)amino)cyclohexyl)(1-(cyclopropylmethyl)-1H-pyrazol-4-yl)carbamate